C(C(C)=C)OCC(C(=O)OCCC)=C n-propyl α-methallyloxymethylacrylate